C[C@]1([C@H](CCCC1)COC=1C(=NC(=CC1)C1=C(C(=NO1)C)NC(=O)O[C@H](C)C=1C=NC=CC1)C)C(=O)O methyl-(1S,2S)-2-(((2-methyl-6-(3-methyl-4-((((R)-1-(pyridin-3-yl)ethoxy)carbonyl)amino)isoxazol-5-yl)pyridin-3-yl)oxy)methyl)cyclohexane-1-carboxylic acid